ClC1=C(C=CC(=C1)F)C1=CC(OC2=CC(=CC=C12)O[C@@H](C(=O)N1C[C@@H](CCC1)CC(=O)O)C)=O 2-[(3S)-1-[(2R)-2-[4-(2-chloro-4-fluoro-phenyl)-2-oxo-chromen-7-yl]oxypropionyl]-3-piperidinyl]acetic acid